C(C=C)(=O)OC[Si](OC)(OC)OC acryloyloxymethyltrimethoxysilane